N-(diphenylmethylene)-3-(2-methoxypyridin-4-yl)bicyclo[4.2.0]octa-1(6),2,4-trien-2-amine C1(=CC=CC=C1)C(=NC=1C=2CCC2C=CC1C1=CC(=NC=C1)OC)C1=CC=CC=C1